PC(C(C)=O)C(C)=O phosphino-acetylacetone